(R,E)-N-(1-(6-chloro-3-methyl-4-oxo-2-phenyl-3,4-dihydropyrido[3,4-d]pyrimidin-8-yl)ethylidene)-2-methylpropane-2-sulfinamide ClC1=CC2=C(N=C(N(C2=O)C)C2=CC=CC=C2)C(=N1)\C(\C)=N\[S@](=O)C(C)(C)C